FC1=C(\C=N\NC)C=CC(=C1)C(F)(F)F (E)-1-(2-fluoro-4-(trifluoromethyl)benzylidene)-2-methylhydrazine